([1,1'-biphenyl]-4-yl)-6-chloro-2-phenylpyrimidine C1(=CC=C(C=C1)C1=NC(=NC(=C1)Cl)C1=CC=CC=C1)C1=CC=CC=C1